ClC=1C=C(C=C(C1)Cl)C1=CC(=CC(=N1)OC=1C=NC(=NC1)N1CCN(CC1)CCC(=O)O)CN1CCC(CC1)COC(NC)=O 3-(4-(5-((6-(3,5-dichlorophenyl)-4-((4-(((methylcarbamoyl)oxy)methyl)piperidin-1-yl)methyl)pyridin-2-yl)oxy)pyrimidin-2-yl)piperazin-1-yl)propanoic acid